OC1=C(C(=CC(=C1)C)C)C1=CC=C(N=N1)N1C[C@H](OCC1)CC(=O)NC 2-[(2R)-4-[6-(2-hydroxy-4,6-dimethylphenyl)pyridazin-3-yl]morpholin-2-yl]-N-methylacetamide